CC(C(=O)C1=CC=C(C=C1)SC)(C)N1CCOCC1 methyl-1-(4-(methylsulfanyl)phenyl)-2-(4-morpholinyl)-1-propanone